3-bromo-9-chloro-8-hydroxy-6,6-dimethyl-5,6-dihydro-11H-benzo[b]carbazole-11-one BrC1=CC=C2C=3C(C4=C(C(C3NC2=C1)(C)C)C=C(C(=C4)Cl)O)=O